C(C)(=O)NC=1N=C2N(N=C(C=C2)C=2C=C(C(=NC2)C)C(=O)N(C)[C@H](C)C2=C(C=CC(=C2)OC(F)(F)F)F)C1 5-{2-acetamidoimidazo[1,2-b]pyridazin-6-yl}-N-[(1R)-1-[2-fluoro-5-(trifluoromethoxy)phenyl]ethyl]-N,2-dimethylpyridine-3-carboxamide